N-(3-phenylnaphthyl)-2-(3-thienyl)-indole C1(=CC=CC=C1)C=1C=C(C2=CC=CC=C2C1)N1C(=CC2=CC=CC=C12)C1=CSC=C1